COC(C1=C(C=C(C=C1)COC1OCCCC1)Br)=O 2-bromo-4-(((tetrahydro-2H-pyran-2-yl)oxy)methyl)benzoic acid methyl ester